ClC1=CC(=C(N=N1)C(=O)OC)N1CC2(CCCN2C(=O)OCCCC)CC1 butyl 7-(6-chloro-3-(methoxycarbonyl)pyridazin-4-yl)-1,7-diazaspiro[4.4]nonane-1-carboxylate